ClC=1C=C2C(=CC1)NC(C21CCN(CC1)CCOC1=CC(=C(C(=O)NC2CCS(CC2)(=O)=O)C=C1)F)=O 4-(2-{5-chloro-2-oxo-1,2-dihydrospiro[indole-3,4'-piperidin]-1'-yl}ethoxy)-N-(1,1-dioxo-1lambda6-thian-4-yl)-2-fluorobenzamide